3-acetyl-6-methyl-2,4(3H)-pyrandione C(C)(=O)C1C(OC(=CC1=O)C)=O